4-fluoro-1-(4-(4-fluorophenyl)pyrimidin-2-yl)-N-(3-methylquinuclidin-3-yl)piperidine-4-carboxamide tert-butyl-(4-((tert-butyldimethylsilyl)oxy)-2-isonicotinoylphenyl)carbamate C(C)(C)(C)N(C(O)=O)C1=C(C=C(C=C1)O[Si](C)(C)C(C)(C)C)C(C1=CC=NC=C1)=O.FC1(CCN(CC1)C1=NC=CC(=N1)C1=CC=C(C=C1)F)C(=O)NC1(CN2CCC1CC2)C